(2S,4R)-1-[(2S)-2-(4-cyclopropyltriazol-1-yl)-3,3-dimethyl-butanoyl]-4-hydroxy-N-[(2-phenyltriazol-4-yl)methyl]pyrrolidine-2-carboxamide C1(CC1)C=1N=NN(C1)[C@H](C(=O)N1[C@@H](C[C@H](C1)O)C(=O)NCC1=NN(N=C1)C1=CC=CC=C1)C(C)(C)C